4-(3-chloro-2-fluorophenyl)-6'-cyclopropyl-2-(2,2-dimethylpropyl)-1',2'-dihydrospiro[pyrrolidine-3,3'-pyrrolo[3,2-c]pyridine]-5-carboxylate ClC=1C(=C(C=CC1)C1C(NC(C12CNC1=C2C=NC(=C1)C1CC1)CC(C)(C)C)C(=O)[O-])F